N-[4-(3-cyanophenyl)-5-(2,6-dimethyl-4-pyridinyl)thiazol-2-yl]-2-oxa-7-azaspiro[4.4]nonane-7-carboxamide C(#N)C=1C=C(C=CC1)C=1N=C(SC1C1=CC(=NC(=C1)C)C)NC(=O)N1CC2(CCOC2)CC1